BrC1=C(C=C(O[C@H](CCC2CCN(CC2)CC(=O)OCC)C)C=C1)C ethyl (S)-2-(4-(3-(4-bromo-3-methylphenoxy)butyl)piperidin-1-yl)acetate